4-ethyl-N-[(1S)-1-(4-methylcyclohexyl)-2-oxo-2-[[1-[(2-oxo-1H-pyridin-3-yl)methyl]pyrazol-4-yl]amino]ethyl]-1,2,5-oxadiazole-3-carboxamide C(C)C=1C(=NON1)C(=O)N[C@H](C(NC=1C=NN(C1)CC=1C(NC=CC1)=O)=O)C1CCC(CC1)C